(R)-N-((6-bromopyridazin-3-yl)methyl)-1-(3-fluoropyridin-2-yl)ethan-1-amine BrC1=CC=C(N=N1)CN[C@H](C)C1=NC=CC=C1F